CC1=NC=C(C=C1N=[SH2](C)C)C (2,5-dimethyl-3-pyridinyl)imino-dimethyl-λ6-sulfane